FC1=C(CN2C=3N(C4=C(C2=O)CN(CC4)CC4=CC(=CC=C4)F)CCCN3)C=CC(=C1)F 6-(2,4-Difluorobenzyl)-3-(3-fluorobenzyl)-1,2,3,4,6,8,9,10-octahydro-5H-pyrido[3,4-e]pyrimido[1,2-a]pyrimidin-5-one